C(C)(=O)OCCOCCOCCC diethylene glycol monopropyl ether acetate